C1(CC1)OC=1C(=CC2=C(N=C(N=C2N[C@H](C)C2=C(C(=CC=C2)C(F)F)F)C)N1)C1(CCC2(OCCO2)CC1)O (R)-8-(7-Cyclopropaneoxy-4-((1-(3-(difluoromethyl)-2-fluorophenyl)ethyl)amino)-2-methylpyrido[2,3-d]pyrimidin-6-yl)-1,4-dioxaspiro[4.5]decan-8-ol